C(C)(=O)O[C@@H]1C[C@@]2([C@@H](C=C3[C@@H]4CC[C@H]([C@@H](CCCC(C)C)C)[C@]4(CC[C@@H]3[C@]2(CC1)C)C)NCCCNCCCCN)O 3β-acetoxy-5α-hydroxy-6β-[3-(4-aminobutyl-amino)-propylamino]cholest-7-ene